2-fluoro-N-((2R)-3-methyl-1-(9-methyl-7-phenyl-3,9-diazaspiro[5.5]-undecan-3-yl)-1-oxobutan-2-yl)-5-(trifluoromethyl)benzamide FC1=C(C(=O)N[C@@H](C(=O)N2CCC3(CC2)C(CN(CC3)C)C3=CC=CC=C3)C(C)C)C=C(C=C1)C(F)(F)F